C1=CC=CC=2OPOC3=C(C21)C=CC=C3 bisbenzo[d,f][1,3,2]dioxaphosphepin